ClC=1C=C(C=CC1Cl)C1=CC=C(C=C1)NC([C@H](CCCC)NC(OC(C)(C)C)=O)=O (S)-tert-butyl (1-((3',4'-dichloro-[1,1'-biphenyl]-4-yl)amino)-1-Oxohexan-2-yl)carbamate